6-((1s,3r)-3-(1-isopropyl-4-(trifluoromethyl)-1H-imidazol-2-yl)cyclopentyl)-2-thia-6-azaspiro[3.4]octane 2,2-dioxide C(C)(C)N1C(=NC(=C1)C(F)(F)F)[C@H]1C[C@H](CC1)N1CC2(CS(C2)(=O)=O)CC1